O1CCOC12CCC(CC2)OC=2N=CC1=CC=C(C=C1C2)Br 3-((1,4-dioxaspiro[4.5]decan-8-yl)oxy)-6-bromoisoquinoline